5-[1-[[4-[[tert-butyl(dimethyl)silyl]oxymethyl]phenyl]methyl]-4-piperidyl]pyridin-2-amine [Si](C)(C)(C(C)(C)C)OCC1=CC=C(C=C1)CN1CCC(CC1)C=1C=CC(=NC1)N